C1(CCCCC1)C[C@H](C(=O)N1CC2(CCCC2)[C@](CC1)(O)CN1C(C[C@H](C1)C1=CC=CC=C1)=O)C (S)-1-(((S)-7-((R)-3-cyclohexyl-2-methylpropanoyl)-10-hydroxy-7-azaspiro[4.5]decan-10-yl)methyl)-4-phenylpyrrolidin-2-one